O(C1=CC=C(C=C1)C=1NC2=CC(=CC=C2C1)C(=O)NC(CC)(C)C)C1=CC=C(C=C1)C=1NC2=CC(=CC=C2C1)C(=O)NC(CC)(C)C 2,2'-(oxybis(4,1-phenylene))bis(N-3-isopentyl-1H-indole-6-carboxamide)